2-bromo-6-[(4-fluoro-2-iodo-phenyl)methoxy]pyridine BrC1=NC(=CC=C1)OCC1=C(C=C(C=C1)F)I